[Na+].[Na+].C1(=CC=C(C=C1)C=CC1=C(C=CC=C1)S(=O)(=O)[O-])C1=CC=C(C=C1)C=CC1=C(C=CC=C1)S(=O)(=O)[O-] 2,2'-([1,1'-Biphenyl]-4,4'-diyldi-2,1-ethenediyl)-bis-benzenesulfonic acid disodium salt